3,4-dimethoxybenzoic acid vinyl ester C(=C)OC(C1=CC(=C(C=C1)OC)OC)=O